ClC1=C(N=C(NC1=O)C1=CC(=NC=C1)F)N1CCCC12CNCC2 5-chloro-4-(1,7-diazaspiro[4.4]nonan-1-yl)-2-(2-fluoro-4-pyridinyl)-1H-pyrimidin-6-one